NC1=C(C=2C(=NC=C(C2S1)F)C=1C2=C(C=3C=NC(=NC3C1F)N1CCC(CC1)N1CCC1)COC2)C#N 2-Amino-4-(3-(4-(azetidin-1-yl)piperidin-1-yl)-5-fluoro-7,9-dihydrofuro[3,4-f]quinazolin-6-yl)-7-fluorothieno[3,2-c]pyridine-3-carbonitrile